(R)-N-(4-(4-(4-cyclopropylpiperazin-1-yl)-[1,4'-bipiperidin]-1'-yl)-2-methoxyphenyl)-6-(3-phenylisoxazolidin-2-yl)pyrimidin-4-amine C1(CC1)N1CCN(CC1)C1CCN(CC1)C1CCN(CC1)C1=CC(=C(C=C1)NC1=NC=NC(=C1)N1OCC[C@@H]1C1=CC=CC=C1)OC